(2S,4R)-1-((4-(4-fluorophenoxy)benzoyl)glycyl)-4-(trifluoromethyl)pyrrolidine-2-carboxylic acid FC1=CC=C(OC2=CC=C(C(=O)NCC(=O)N3[C@@H](C[C@H](C3)C(F)(F)F)C(=O)O)C=C2)C=C1